6-(4-fluorophenyl)-5-((5-methyloxazol-4-yl)methoxy)isoindolin-1-one FC1=CC=C(C=C1)C1=C(C=C2CNC(C2=C1)=O)OCC=1N=COC1C